1,4-dibromo-2,3-dibutyl-thiophene BrS1C(=C(C(=C1)Br)CCCC)CCCC